S(=S)(=O)(OC1=CC=C(C=C1)F)[O-] (4-fluorophenyl) thiosulfate